FC=1C=CC=C2[C@@H](N(C(=NC12)N1CCN(CC1)C1=CC(=CC=C1)OC)C1=C(C=CC(=C1)C(F)(F)F)OC)CC(=O)[O-].[Na+] sodium 2-[(4S)-8-fluoro-2-[4-(3-methoxyphenyl)piperazin-1-yl]-3-[2-methoxy-5-(trifluoromethyl)phenyl]-4H-quinazolin-4-yl]acetate salt